C12CN(CC(O1)C2)CCCOC2=NC=C(C=C2NS(=O)(=O)C)Br N-(2-(3-(6-Oxa-3-azabicyclo[3.1.1]heptan-3-yl)propoxy)-5-Bromopyridin-3-yl)methanesulfonamide